5,5-Dimethyl-4-oxo-hexanoic acid CC(C(CCC(=O)O)=O)(C)C